C(C=C)(=O)N1C[C@@H](N(CC1)C=1C2=C(N(C(N1)=O)C1C(=NCC=C1C)C(C)C)N=C(C=C2F)C2=C(C=CC=C2O)F)C 4-((2S,M)-4-acryloyl-2-methylpiperazin-1-yl)-5-fluoro-7-(2-fluoro-6-hydroxyphenyl)-1-(4-methyl-2-isopropyl-3,6-dihydropyridin-3-yl)pyrido[2,3-d]pyrimidin-2(1H)-one